tert-butyl 4-{[(5,5-dimethoxypentyl)oxy]methyl}piperidine-1-carboxylate COC(CCCCOCC1CCN(CC1)C(=O)OC(C)(C)C)OC